FC(C=1C=C(C(=O)NC(C)C=2C(=NC=CN2)C(=O)NCC#N)C=C(C1)C(F)(F)F)(F)F 3-[1-[[3,5-bis(trifluoromethyl)benzoyl]amino]ethyl]-N-(cyanomethyl)pyrazine-2-carboxamide